titanium tetra(n-nonanol) C(CCCCCCCC)O.C(CCCCCCCC)O.C(CCCCCCCC)O.C(CCCCCCCC)O.[Ti]